Cl.C(C)NC1COCC2=CC(=CC=C12)C(F)(F)F N-ethyl-7-(trifluoromethyl)isochroman-4-amine hydrochloride